4-chloro-N'-hydroxy-1-oxo-3-(1-((5-oxo-5,8-dihydropyrido[2,3-d]pyrimidin-4-yl)amino)ethyl)-2-phenyl-1,2-dihydroisoquinoline-8-carboximidamide ClC1=C(N(C(C2=C(C=CC=C12)C(N)=NO)=O)C1=CC=CC=C1)C(C)NC=1C2=C(N=CN1)NC=CC2=O